4-benzyloxy-6-fluoro-1-(4-fluoro-3-methyl-phenyl)-2-tetrahydropyran-4-yl-indole C(C1=CC=CC=C1)OC1=C2C=C(N(C2=CC(=C1)F)C1=CC(=C(C=C1)F)C)C1CCOCC1